C(C)N[C@H]1[C@H](N(CC1)C(=O)OC(C)(C)C)C tert-butyl (2R,3R)-3-(ethylamino)-2-methyl-pyrrolidine-1-carboxylate